SCCC[Si](OC)(OC)C 3-Mercaptopropyl-methyldimethoxysilan